N'-((1,2,3,5,6,7-hexahydrodicyclopenta[b,e]pyridin-8-yl)carbamoyl)-1-isopropyl-4-methyl-1H-pyrazole-3-sulfonimidamide C1CCC2=NC3=C(C(=C21)NC(=O)N=S(=O)(N)C2=NN(C=C2C)C(C)C)CCC3